(5-(2,6-dichloro-4-(6-cyano-3,5-dioxo-4,5-dihydro-1,2,4-triazin-2(3H)-yl)phenoxy)-1H-indazol-3-yl)-2,2,2-trifluoroacetamide ClC1=C(OC=2C=C3C(=NNC3=CC2)NC(C(F)(F)F)=O)C(=CC(=C1)N1N=C(C(NC1=O)=O)C#N)Cl